e-3-fluoropyrrolidine-1-sulfonamide trifluoroacetate salt FC(C(=O)O)(F)F.FC1CN(CC1)S(=O)(=O)N